N-(piperidin-1-yl)nicotinamide (±)-Propyl-2-bromobicyclo[1.1.1]pentane-1-carboxylate C(CC)OC(=O)C12[C@@H](C(C1)C2)Br.N2(CCCCC2)NC(C2=CN=CC=C2)=O |r|